NC1=CC=C2C(=N1)CCC2NC([C@H](C)NC(=O)C2NCC(C2)CN2CCC(CC2)(C)C)=O N-((2S)-1-((2-amino-6,7-dihydro-5H-cyclopenta[b]pyridin-5-yl)amino)-1-oxopropan-2-yl)-4-((4,4-dimethylpiperidin-1-yl)methyl)pyrrolidine-2-carboxamide